1-(4-(3-((4-amino-5-(3-methoxy-4-((6-methylpyridin-2-yl)oxy)phenyl)-7-methyl-7H-pyrrolo[2,3-d]pyrimidin-6-yl)ethynyl)azetidin-1-yl)piperidin-1-yl)prop-2-en-1-one NC=1C2=C(N=CN1)N(C(=C2C2=CC(=C(C=C2)OC2=NC(=CC=C2)C)OC)C#CC2CN(C2)C2CCN(CC2)C(C=C)=O)C